C(#N)C=1N=CC(=NC1)NC1=CC(=C(N=N1)C(=O)NCC(F)(F)F)NCC1CCNCC1 6-(5-cyanopyrazin-2-ylamino)-4-(piperidin-4-ylmethylamino)-N-(2,2,2-trifluoroethyl)pyridazine-3-carboxamide